rac-4-(4-acryloylpiperazin-1-yl)-N-(1-(dimethylamino)propan-2-yl)-7-(naphthalen-1-yl)-5,6,7,8-tetrahydro-1,7-naphthyridine-2-carboxamide C(C=C)(=O)N1CCN(CC1)C1=CC(=NC=2CN(CCC12)C1=CC=CC2=CC=CC=C12)C(=O)N[C@@H](CN(C)C)C |r|